N[C@@H](CC(C)C)C(=O)N L-leucinoamide